ClC=1C=C(C=C2C=CC=NC12)CC(=O)N1CCC(CC1)N1C(NC2=C1C(=CC=C2)C(F)(F)F)=O 1-(1-(2-(8-chloroquinolin-6-yl)acetyl)piperidin-4-yl)-7-(trifluoromethyl)-1,3-dihydro-2H-benzo[d]imidazol-2-one